C(C)N1C(N(C(C12CCN(CC2)CC2CCOCC2)=O)C2=CC(=C(C=C2)C)OC)=O 1-ethyl-3-(3-methoxy-4-methylphenyl)-8-((tetrahydro-2H-pyran-4-yl)methyl)-1,3,8-triazaspiro[4.5]decane-2,4-dione